N-(3-(2-((1,3,4-thiadiazol-2-yl)amino)-8,9-dihydroimidazo[1',2':1,6]pyrido[2,3-d]pyrimidin-6-yl)-4-methylphenyl)-4-(trifluoromethyl)picolinamide S1C(=NN=C1)NC=1N=CC2=C(N1)N1C(C(=C2)C=2C=C(C=CC2C)NC(C2=NC=CC(=C2)C(F)(F)F)=O)=NCC1